1-benzyl-3,5-lutidine C(C1=CC=CC=C1)N1CC(=CC(=C1)C)C